(R)-2-amino-2-(4-hydroxyphenyl)acetic acid methyl ester hydrochloride Cl.COC([C@@H](C1=CC=C(C=C1)O)N)=O